ClC([C@@]12C=CC[C@H]1[C@@H]1CCC3CCCC[C@@H]3[C@H]1CC2)CC=C(C)C chloroprenyl-estrene